4-(3-ethylthioureido)benzenesulphonamide C(C)NC(NC1=CC=C(C=C1)S(=O)(=O)N)=S